C1(=CC=CC=C1)S(=O)(=O)N1C=C(C=2C1=NC=CC2C2=CC=C(NC([C@@H](CC1=CC=CC=C1)NC(OC(C)(C)C)=O)=O)C=C2)CC tert-butyl N-[(1R)-2-[4-[1-(benzenesulfonyl)-3-ethyl-pyrrolo[2,3-b]pyridin-4-yl]anilino]-1-benzyl-2-oxo-ethyl]carbamate